NC=1C=CC(=C(C1)C=1C2=C(C(N(C1)C)=O)SC(=C2)C=2OC(=NN2)C)OC2=C(C=C(C=C2C)F)C 4-(5-amino-2-(4-fluoro-2,6-dimethylphenoxy)phenyl)-6-methyl-2-(5-methyl-1,3,4-oxadiazol-2-yl)thieno[2,3-c]Pyridin-7(6H)-one